NC1=NC=CC=C1C1=NC=2C(=NC=C(C2)C#N)N1C1=CC=C(C=C1)CN1CCC(CC1)NC1=NC(=NC=C1)C#N 2-(2-Aminopyridin-3-yl)-3-(4-((4-((2-cyanopyrimidin-4-yl)amino)piperidin-1-yl)methyl)phenyl)-3H-imidazo[4,5-b]pyridine-6-carbonitrile